N-(6-phenylhexyl)-2-azabicyclo[3.1.0]hexane C1(=CC=CC=C1)CCCCCCN1C2CC2CC1